(dimethylbutyl)-4,5-dihydro-1,3-oxazine CC(CCC)(C)C=1OCCCN1